cyclopentyl-6-hydrazino-2-((1-(methylsulfonyl)piperidin-4-yl)amino)pterin C1(CCCC1)NC1(NC2=NC=C(N=C2C(N1)=O)NN)NC1CCN(CC1)S(=O)(=O)C